COC1=C(CNC2=NC=NC3=C(C=CC=C23)C(=O)NC2=C3C=CN=C(C3=CC=C2C)NC2=C(C(=C(C(=C2F)F)F)F)F)C=CC(=C1)OC 4-((2,4-dimethoxybenzyl)amino)-N-(6-methyl-1-((perfluorophenyl)amino)isoquinolin-5-yl)quinazoline-8-carboxamide